3-{[2-(4-bromophenyl)imidazo[1,2-a]pyridin-3-yl]methyl}-3,8-diazabicyclo[3.2.1]octane dihydrochloride Cl.Cl.BrC1=CC=C(C=C1)C=1N=C2N(C=CC=C2)C1CN1CC2CCC(C1)N2